C[NH2+]CCOP(=O)([O-])[O-] The molecule is conjugate base of N-methylethanolamine phosphate having an anionic phosphate group and a protonated amino group; major species at pH 7.3. It has a role as a human metabolite. It is a conjugate base of a N-methylethanolamine phosphate.